methyl (S)-4-[5-(5-fluoro-2-methylpyridin-4-yl)-1H-pyrazole-3-carbonyl]-4-azaspiro[2.5]octane-7-carboxylate FC=1C(=CC(=NC1)C)C1=CC(=NN1)C(=O)N1C2(CC2)C[C@H](CC1)C(=O)OC